CN(C(=O)C1=CC=C(C=C1)NC=1C=CC(=NC1OC)C1=CC=CC2=C1OC(CO2)CNC(=O)C2CCOCC2)C Tetrahydro-pyran-4-carboxylic acid {8-[5-(4-dimethylcarbamoyl-phenylamino)-6-methoxy-pyridin-2-yl]-2,3-dihydro-benzo[1,4]dioxin-2-ylmethyl}-amide